NCC(C(=O)NC1CCC(CC1)C(F)(F)C1=CC(=NC(=C1)Cl)N1CCN(CC1)S(=O)(=O)C1=CC=C(C=C1)N1C(C[C@H](C1)N)=O)O 3-amino-N-((1r,4r)-4-((2-(4-((4-((R)-4-amino-2-oxopyrrolidin-1-yl)phenyl)sulfonyl)piperazin-1-yl)-6-chloropyridin-4-yl)difluoromethyl)cyclohexyl)-2-hydroxypropanamide